(S)-11-(bicyclo[1.1.1]pentan-2-yl)-4-ethyl-8-fluoro-4-hydroxy-1,12-dihydro-14H-pyrano[3',4':6,7]indolizino[2,1-b]quinoline-3,6,14(4H,11H)-trione C12C(C(C1)C2)N2C1=C(C(C3=CC(=CC=C23)F)=O)C2=CC3=C(C(N2C1)=O)COC([C@]3(O)CC)=O